Ornithin-Hydrochlorid Cl.N[C@@H](CCCN)C(=O)O